Cl.CC=1N=C2N(N=C(C=C2C)C=2C=C3C(=NC2)N=C(S3)C3CCNCC3)C1 6-(2,8-dimethylimidazo[1,2-b]pyridazin-6-yl)-2-(piperidin-4-yl)[1,3]thiazolo[4,5-b]pyridine hydrochloride